Cl.Cl.C12=CNC=3C=CC4(C5(C13)C1=CC=CC=C1C=C4NCC5)C2 6,11b-(epiminoethano)-1,5a-methanonaphtho[1,2-e]indole dihydrochloride